2-methyl-6-(2,3,5,6-tetrafluoro-4'-(methylsulfanyl)-[1,1'-biphenyl]-4-yl)-1H-benzo[d]imidazole-4-carboxylic acid methyl ester COC(=O)C1=CC(=CC=2NC(=NC21)C)C2=C(C(=C(C(=C2F)F)C2=CC=C(C=C2)SC)F)F